N1NCCC=C1 1,2,3,4-tetrahydropyridazine